pyrroloPyrrole N1=CC=C2C1=CC=N2